[N+](=O)([O-])C1=C(C=CC(=C1)C(=C)C)C(=C)C 2-Nitro-1,4-di(prop-1-en-2-yl)benzene